ethyl-(butyl)amine C(C)NCCCC